(3,5-dihydroxyphenyl)ethanone OC=1C=C(C=C(C1)O)C(C)=O